N-methoxymethylmethacrylamide COCNC(C(=C)C)=O